[5-[3-chloro-2-[(E)-2-(4-cyanophenyl) ethenyl]-6-fluoro-phenyl]-1,3-dimethyl-6-oxo-pyridazin-4-yl] 2-methylpropionate CC(C(=O)OC=1C(=NN(C(C1C1=C(C(=CC=C1F)Cl)\C=C\C1=CC=C(C=C1)C#N)=O)C)C)C